C(C)(C)NC1CC2=C(N=C(S2)C2=NNC(=C2C(C)C)C=2C=C(C=3N(C2)N=CN3)OC)CC1 N-isopropyl-2-(4-isopropyl-5-(8-methoxy-[1,2,4]triazolo[1,5-a]pyridin-6-yl)-1H-pyrazol-3-yl)-4,5,6,7-tetrahydrobenzo[d]thiazol-6-amine